3-((3-chloro-2-methyl-5-nitrophenoxy)methyl)pyrrolidine ClC=1C(=C(OCC2CNCC2)C=C(C1)[N+](=O)[O-])C